pyrazino[2,3-f][1,10]phenanthroline-2,3-diamine N1=C(C(=NC2=C3C=CC=NC3=C3N=CC=CC3=C21)N)N